4-[4-(6-butylsulfonyloxy-1,5-dihydro-3H-2,4-benzodioxepin-3-yl)-2-thiazolyl]-1-[2-[3,5-bis(trifluoromethyl)-1H-pyrazol-1-yl]acetyl]piperidine C(CCC)S(=O)(=O)OC1=CC=CC=2COC(OCC21)C=2N=C(SC2)C2CCN(CC2)C(CN2N=C(C=C2C(F)(F)F)C(F)(F)F)=O